(S)- and (R)-4-(2-((2-(6-(1-methyl-1H-pyrazol-4-yl)-1H-pyrrolo[2,3-b]pyridin-3-yl)-2-oxo-1-phenylethyl)amino)ethyl)benzonitrile CN1N=CC(=C1)C1=CC=C2C(=N1)NC=C2C([C@H](C2=CC=CC=C2)NCCC2=CC=C(C#N)C=C2)=O |r|